(4,6-dimethyl-2-oxo-1,2-dihydropyridin-3-yl)methyl-3-(((1r,4r)-4-(dimethylamino)cyclohexyl)(ethyl)amino)-5-(3,5-dimethylisoxazol-4-yl)-2-methylbenzamide TFA salt OC(=O)C(F)(F)F.CC1=C(C(NC(=C1)C)=O)CC1=C(C(=C(C(=O)N)C=C1C=1C(=NOC1C)C)C)N(CC)C1CCC(CC1)N(C)C